OC(COC=1C=C(C=2N(C1)N=CC2C#N)C=2C=NC(=CC2)N2CCS(CC2)(=O)=NC=2C=NC(=CC2)OC)(C)C 6-(2-hydroxy-2-methylpropoxy)-4-(6-(1-((6-methoxypyridin-3-yl)imino)-1-oxothiomorpholinyl)pyridin-3-yl)pyrazolo[1,5-a]pyridine-3-carbonitrile